CC(CCC(CC(=O)O)C(=C)C)O The molecule is a branched-chain hydroxy fatty acid consisting of heptanoic acid with an isopropenyl group at the 3-position and the hydroxy group at the 6-position. It is a hydroxy fatty acid, a medium-chain fatty acid and a branched-chain fatty acid. It is a conjugate acid of a 6-hydroxy-3-isopropenylheptanoate.